C1(=CC(=CC=C1)C1=NN(C=C1)CC1CCN(CC1)C(=O)OC(C)(C)C)C1=CC=CC=C1 tert-butyl 4-((3-([1,1-biphenyl]-3-yl)-1H-pyrazol-1-yl)methyl)piperidine-1-carboxylate